FC=1C(=C(C=C2C(=NC=NC12)N1CCN(CC1)C(C=C)=O)C(F)(F)F)C1=C(C=CC=C1)F 1-(4-(8-fluoro-7-(2-fluorophenyl)-6-(trifluoromethyl)quinazolin-4-yl)piperazin-1-yl)prop-2-en-1-one